CC=1OC2=C(C1)C=C(C=C2)OCC=2C(N(C=CC2)C=2C=NN(C2)C)C(F)(F)F 2-methyl-N-(1-methyl-1H-pyrazol-4-yl)-5-((2-(trifluoromethyl)pyridin-3-yl)methoxy)benzofuran